6-hydrazono-1,6-dihydropyrimidine-4-carboxamide N(N)=C1C=C(N=CN1)C(=O)N